1-N-isopropyl-formamide C(C)(C)NC=O